BrC=1C=C(C(=NC1O[C@@H](C)C1=CC(=CC(=C1)F)F)C)N=CN(C)CC N'-{5-bromo-6-[(1S)-1-(3,5-difluorophenyl)ethoxy]-2-methylpyridin-3-yl}-N-ethyl-N-methylimido-formamide